FC1=C(C(=CC(=C1F)F)F)[B-](C1=C(C(=C(C=C1F)F)F)F)(C1=C(C(=C(C=C1F)F)F)F)C1=C(C(=C(C=C1F)F)F)F.[NH4+] ammonium tetrakis-(2,3,4,6-tetrafluoro-phenyl)borate